C(C1=CC=CC=C1)O[C@H]1[C@H](O[C@@H]([C@H]([C@@H]1OCC1=CC=CC=C1)OCC1=CC=CC=C1)COCC1=CC=CC=C1)OC=1C=C2C(=CNC2=CC1)CCNC(C)=O N-(2-(5-(((2R,3R,4S,5R,6R)-3,4,5-tris(benzyloxy)-6-((benzyloxy)methyl)tetrahydro-2H-pyran-2-yl)oxy)-1H-indol-3-yl)ethyl)acetamide